N1C=NC=2C1=NC=CN2 imidazo[4,5-b]pyrazin